5-methyl-5,11-dihydro-6H-benzo[e]pyrimido[5,4-b][1,4]diazepin-6-one CN1C2=C(NC3=C(C1=O)C=CC=C3)N=CN=C2